9-phenyl-10-(4-(trifluoromethoxy)phenyl)anthracene C1(=CC=CC=C1)C=1C2=CC=CC=C2C(=C2C=CC=CC12)C1=CC=C(C=C1)OC(F)(F)F